4-(N,N-dimethylamino)phenylmagnesium bromide CN(C)C1=CC=C(C=C1)[Mg]Br